tert-butyl (1-(4-bromo-2,5-dimethoxyphenyl)-3-hydroxypropan-2-yl)carbamate BrC1=CC(=C(C=C1OC)CC(CO)NC(OC(C)(C)C)=O)OC